1-nitroethyl-4-(trifluoromethyl)benzene tert-butyl-1-[3-(2,4-dioxohexahydropyrimidin-1-yl)-1-methyl-indazol-6-yl]piperidine-4-carboxylate C(C)(C)(C)OC(=O)C1CCN(CC1)C1=CC=C2C(=NN(C2=C1)C)N1C(NC(CC1)=O)=O.[N+](=O)([O-])C(C)C1=CC=C(C=C1)C(F)(F)F